((2-((5-((4,4-Difluorocyclohexyl)amino)pentyl)oxy)-6-fluoro-4-methylphenyl)sulfonyl)-L-proline FC1(CCC(CC1)NCCCCCOC1=C(C(=CC(=C1)C)F)S(=O)(=O)N1[C@@H](CCC1)C(=O)O)F